4-bromo-2-cyclopentyl-benzoyl chloride BrC1=CC(=C(C(=O)Cl)C=C1)C1CCCC1